4-benzyloxy-5-[(6,7-difluoro-4-methylsulfanyl-1H-indol-5-yl)oxy]-2-fluoro-benzamidine C(C1=CC=CC=C1)OC1=CC(=C(C(=N)N)C=C1OC=1C(=C2C=CNC2=C(C1F)F)SC)F